OC[C@@H]1N(CCOC1)C(=O)OC(C)(C)C tert-butyl (S)-3-(hydroxymethyl)morpholine-4-carboxylate